N-(N-((allyloxy)carbonyl)-N-methyl-L-leucyl)-N-methyl-D-phenylalanine methyl ester COC([C@H](N(C)C([C@@H](N(C)C(=O)OCC=C)CC(C)C)=O)CC1=CC=CC=C1)=O